NC1=CC=CC(=N1)N1C=CC2=CC(=CC=C12)NC1=CC(=CC=C1)OC 1-(6-aminopyridin-2-yl)-N-(3-methoxyphenyl)-1H-indol-5-amine